(S)-N-(2-(1-(3-chloro-4-((3,5-difluoropyridin-2-yl)methoxy)-5',6-dimethyl-2-carbonyl-2H-[1,4'-bipyridin]-2'-yl)-1H-pyrazol-3-yl)propan-2-yl)acetamide ClC=1C(N(C(=CC1OCC1=NC=C(C=C1F)F)C)C1=CC(=NC=C1C)N1N=C(C=C1)C(C)(C)NC(C)=O)=C=O